(2R)-2-(6-{5-chloro-2-[(oxan-4-yl)amino]pyrimidin-4-yl}-1-oxo-2,3-dihydro-1H-isoindol-2-yl)-3-hydroxy-N-[(1R)-1-[3-(trifluoromethyl)phenyl]-ethyl]propanamide ClC=1C(=NC(=NC1)NC1CCOCC1)C1=CC=C2CN(C(C2=C1)=O)[C@@H](C(=O)N[C@H](C)C1=CC(=CC=C1)C(F)(F)F)CO